COC1=C(C=C(C(=C1)C1=CN(C(C2=CN=CC=C12)=O)C)OC)CC=O 2-(2,5-Dimethoxy-4-(2-methyl-1-oxo-1,2-dihydro-2,7-naphthyridin-4-yl)phenyl)acetaldehyde